FCCCCSC=1C(=NNC1SC)C1=CC=CC=C1 4-((4-Fluorobutyl)thio)-5-(methylthio)-3-phenyl-1H-pyrazole